NC1=C(C2=C(N(C=N2)C(F)(F)F)C=C1C(=O)N)C1=C(C(=CC=C1C)OCC1=CC=CC=C1)C 5-Amino-4-(3-(benzyloxy)-2,6-dimethylphenyl)-1-(trifluoromethyl)-1H-benzo[d]imidazole-6-carboxamide